2-(2-hydroxy-3-carboxyl-5-sulfophenyl)-1,3,5-triazine OC1=C(C=C(C=C1C(=O)O)S(=O)(=O)O)C1=NC=NC=N1